(R)-N-((S)-1-(7-ethyl-6-oxo-5,6-dihydro-1,5-naphthyridin-3-yl)ethyl)-2-methylpropane-2-sulfinamide C(C)C=1C(NC=2C=C(C=NC2C1)[C@H](C)N[S@](=O)C(C)(C)C)=O